(2S)-3-(indol-4-yl)-2-(amino)-propanoic acid N1C=CC2=C(C=CC=C12)C[C@@H](C(=O)O)N